methyl 7-(((1-methylcyclopropyl) amino) methyl)-[1,2,4]triazolo[1,5-a]pyridine-5-carboxylate CC1(CC1)NCC1=CC=2N(C(=C1)C(=O)OC)N=CN2